OCCC[N+](C)(C)C hydroxypropyltrimethylammonium